Cl.CNC1CN(C1)C N,1-dimethyl-azetidin-3-amine hydrochloride